4-(5,6,7,8-tetrahydroquinolin-4-yl)piperidine-1-carboxylic acid tert-butyl ester C(C)(C)(C)OC(=O)N1CCC(CC1)C1=CC=NC=2CCCCC12